C(#N)C=1C=C(C=CC1)N1CC(CC1)CNC(=O)N1C=NC(=C1)C1=CC=C(C=C1)OCC1=CC=C(C=C1)S(=O)(=O)C N-((1-(3-cyanophenyl)pyrrolidin-3-yl)methyl)-4-(4-(4-(methylsulfonyl)benzyloxy)phenyl)-1H-imidazole-1-carboxamide